C(C1=CC=CC=C1)N1C2=NC=NC(=C2N=C1OCCCCCCCCCCCC)OC 9-benzyl-8-(dodecyloxy)-6-methoxy-9H-purine